C(CC)OC(=O)C(\C(=C\C)\C)C(=O)OCCC (E)-2-methylbut-2-enedicarboxylic acid-dipropyl ester